C(C)(C)(C)OC(=O)N1[C@@H](CN(CC1)CCO)C.C(C)(C)OC1=CC=C(C=C1)[N+](=O)[O-] 4-isopropoxynitrobenzene tert-butyl-(2R)-4-(2-hydroxyethyl)-2-methyl-piperazine-1-carboxylate